C(=O)O[O-].[Zn+2].C(=O)O[O-] zinc performate